CN1CCC(CC1)NC1=CC=CC2=C1SC(=C2CC(F)(F)F)C#C[C@H](C)NC2=CC=C(C=C2)S(=O)(=O)N (S)-4-((4-(7-((1-methylpiperidin-4-yl)amino)-3-(2,2,2-trifluoroethyl)benzo[b]thiophen-2-yl)but-3-yn-2-yl)amino)benzenesulfonamide